FC1=CC=2N(C=C1NC(=O)N1CCC=3C1=NC=CC3N3CC(N(CC3)C(=O)OC(C)(C)C)(C)C)N=CN2 tert-butyl 4-(1-((7-fluoro-[1,2,4]triazolo[1,5-a]pyridin-6-yl)carbamoyl)-2,3-dihydro-1H-pyrrolo[2,3-b]pyridin-4-yl)-2,2-dimethylpiperazine-1-carboxylate